2-[6-fluoro-3-(1-piperidyl)indan-5-yl]-4-[[5-(4-hydroxy-1-piperidyl)-2-pyridyl]amino]-6H-naphthyridin-5-one FC1=C(C=C2C(CCC2=C1)N1CCCCC1)C1=NC=2N=CCC(C2C(=C1)NC1=NC=C(C=C1)N1CCC(CC1)O)=O